2-((8-(morpholine-4-carbonyl)-2,3-dihydrobenzo[b][1,4]dioxin-5-yl)amino)-4-(propylamino)-7H-pyrrolo[2,3-d]pyrimidine-5-carbonitrile N1(CCOCC1)C(=O)C1=CC=C(C2=C1OCCO2)NC=2N=C(C1=C(N2)NC=C1C#N)NCCC